2-methyl-2-(4-(3-methyl-2-oxo-6-(quinolin-6-ylamino)-2,3-dihydro-1H-imidazo[4,5-c]pyridin-1-yl)phenyl)propionitrile CC(C#N)(C)C1=CC=C(C=C1)N1C(N(C=2C=NC(=CC21)NC=2C=C1C=CC=NC1=CC2)C)=O